ClC1=NC=C(C=C1)C=1C=C(C[C@H](NC)C(=O)O)C=CC1 3-(2-chloro-5-pyridinyl)-N-methyl-L-phenylalanine